FC1=CC(=CC2=C1N=C(S2)N(C2CCNCC2)C)C2=NC=1N(C=C2)N=C(C1)C 4-fluoro-N-methyl-6-(2-methylpyrazolo[1,5-a]pyrimidin-5-yl)-N-(piperidin-4-yl)-1,3-benzothiazol-2-amine